FC1=CC=C(C=C1)C(C(=O)N[C@H](C(=O)O)CCN(CCCCC1=NC=2NCCCC2C=C1)CCOC)(C)C (S)-2-(2-(4-fluorophenyl)-2-methylpropanamido)-4-((2-methoxyethyl)(4-(5,6,7,8-tetrahydro-1,8-naphthyridin-2-yl)butyl)amino)butanoic acid